4-(4-Amino-1H-pyrazol-1-yl)-6-(1-methyl-1H-pyrazol-4-yl)pyrazolo[1,5-a]pyridine NC=1C=NN(C1)C=1C=2N(C=C(C1)C=1C=NN(C1)C)N=CC2